COC(=O)C1=NC(=NC=C1)NCC1CCN(CC1)C(C)=O (((1-acetylpiperidin-4-yl)methyl)amino)pyrimidine-4-carboxylic acid methyl ester